glycidoxymethyltrimethoxysilane C(C1CO1)OC[Si](OC)(OC)OC